ethyl 2,2-dimethyl-hexanoate CC(C(=O)OCC)(CCCC)C